OC1=C(C=CC(=C1)OC)C(\C=C\C1=CC=C(C=C1)C(=O)N1CCN(CC1)C)=O (E)-1-(2-Hydroxy-4-methoxyphenyl)-3-[4-(4-methylpiperazine-1-carbonyl)phenyl]prop-2-en-1-one